O=C1C(=CC(=NN1)C(C)OCCC(=O)O)C(F)(F)F 3-[1-[6-oxo-5-(trifluoromethyl)-1H-pyridazin-3-yl]ethoxy]propanoic acid